4-methylpyrazolo[1,5-a]pyrimidin-5(4H)-one CN1C=2N(C=CC1=O)N=CC2